C(CCC)C1(N(C(C=2C=CCCC12)=O)C1=CC=C(C#N)C=C1)O 4-(3-butyl-3-hydroxy-1-oxo-1,3,4,5-tetrahydro-2H-isoindol-2-yl)benzonitrile